azobenzene compound with mercaptoethylamine SCCN.N(=NC1=CC=CC=C1)C1=CC=CC=C1